4-(4-(4-ethylpiperazin-1-yl)phenylamino)-2-morpholinopyrimido[4,5-d]pyridazin-5(6H)-one C(C)N1CCN(CC1)C1=CC=C(C=C1)NC1=NC(=NC=2C=NNC(C21)=O)N2CCOCC2